COC(NC[C@H]1CN(C(O1)=O)C1=CC(=C(C=C1)N1CC2(CSC2)C1)F)=O (S)-((3-(3-fluoro-4-(2-thia-6-azaspiro[3.3]hept-6-yl)phenyl)-2-oxooxazolidin-5-yl)methyl)carbamic acid methyl ester